C(=O)C=1N=C2C(=NC1)NC(C21CCN(CC1)C(=O)OC(C)(C)C)=O tert-butyl 2-formyl-6-oxo-spiro[5H-pyrrolo[2,3-b]pyrazine-7,4'-piperidine]-1'-carboxylate